FC(C(=O)O)(F)F.CC=1N=C2N(N=C(C=C2C)NC(=O)N2CCC=3C2=NC=CC3N3CCNCC3)C1 N-(2,8-dimethylimidazo[1,2-b]pyridazin-6-yl)-4-(piperazin-1-yl)-2,3-dihydro-1H-pyrrolo[2,3-b]pyridine-1-carboxamide 2,2,2-trifluoroacetate